1-ethyl-2-[2-(trifluoromethyl)pyridin-4-yl]-2,8-diazaspiro[4.5]decan-3-one hydrochloride Cl.C(C)C1N(C(CC12CCNCC2)=O)C2=CC(=NC=C2)C(F)(F)F